C(C)C(C(=O)[O-])CCCC.[Al+3].C(C)C(C(=O)[O-])CCCC.C(C)C(C(=O)[O-])CCCC aluminum 2-ethylhexanoate